2-[4-(4-chlorophenyl)-5-(pyridin-4-yl)-1H-imidazol-1-yl]-1-{2-methyl-2,7-diazaspiro[3.5]Non-7-yl}ethan-1-one ClC1=CC=C(C=C1)C=1N=CN(C1C1=CC=NC=C1)CC(=O)N1CCC2(CN(C2)C)CC1